ClC1=C(C2=C(NC(O[C@@]23CN(CCC3)C(=O)C3=NN=C(N3)CC3=CC(=CC(=C3)F)Cl)=O)C=C1)F (R)-6-Chloro-1'-(5-(3-chloro-5-fluorobenzyl)-4H-1,2,4-triazole-3-carbonyl)-5-fluorospiro[benzo[d][1,3]oxazine-4,3'-piperidin]-2(1H)-one